N-(5-(2-(iso-propylamino)thieno[3,2-d]pyrimidin-7-yl)-1H-pyrazol-3-yl)-2-(3-methylisoxazol-5-yl)acetamide C(C)(C)NC=1N=CC2=C(N1)C(=CS2)C2=CC(=NN2)NC(CC2=CC(=NO2)C)=O